C(CCCCCCCCCCCCCCCCCCCCCCCC)(=O)OCCCCCCCCCCCCCCCCCCCCCCCC lignoceryl pentacosanoate